C(C)(C)(C)[Si](OCCCCCCC1OC1)(C)C tert-butyldimethyl((6-(oxiran-2-yl)hexyl)oxy)silane